bis(ethane-1-ol) hydrofluoric acid salt F.C(C)O.C(C)O